C(C)(C)(C)OC(=O)N1[C@H](C=2C(CC1)=NN(C2N2C(NC=C2)=O)C2=CC(=C(C(=C2)C)F)C)C (S)-2-(4-fluoro-3,5-dimethylphenyl)-4-methyl-3-(2-oxo-2,3-dihydro-1H-imidazol-1-yl)-2,4,6,7-tetrahydro-5H-pyrazolo[4,3-C]pyridine-5-carboxylic acid tert-butyl ester